N1N=NC(=C1)CN1C(C2=CC=CC=C2C(=C1)[C@H](C)N(C(=O)NC1=CC(=C(C=C1)F)Cl)C)=O (S)-1-(1-(2-((1H-1,2,3-triazol-4-yl)methyl)-1-oxo-1,2-dihydroisoquinolin-4-yl)ethyl)-3-(3-chloro-4-fluorophenyl)-1-methyl-urea